propane-1,1,2,3-tetracarboxylic acid C(C(CC(=O)O)C(=O)O)(C(=O)O)C(=O)O